COC(N(C1=CC=CC=C1)COC1=C(C(=CC(=C1)CCCCC)O)C1CCCC(=C1)C)=O.ClCC=1N=COC1SC 4-(chloromethyl)-5-(methylthio)oxazole methyl-(((6-hydroxy-5'-methyl-4-pentyl-1',2',3',4'-tetrahydro-[1,1'-biphenyl]-2-yl)oxy)methyl)(phenyl)carbamate